P(O)(O)(=[Se])[SeH].N1=CC(=CC=C1)CON O-[(3-pyridyl)methyl]hydroxylamine phosphorodiselenate